CCCCCCCCCCCCCCC(=O)O[C@H](COC(=O)CCCCCCC/C=C\CCCCCCCCC)COP(=O)(O)OC[C@H](CO)O 1-(9Z-nonadecenoyl)-2-pentadecanoyl-glycero-3-phospho-(1'-sn-glycerol)